N1=[N+](C=CC2=CC=CC=C12)[O-] cinnoline-2-oxide